(S)-1-(6-(3-methyl-1H-pyrrolo[2,3-b]pyridin-5-yl)-8-(pyrrolidin-2-yl)-3,4-Dihydroisoquinolin-2(1H)-yl)(pyridin-3-yl)methanone CC1=CNC2=NC=C(C=C21)C=2C=C1CCN(CC1=C(C2)[C@H]2NCCC2)C(=O)C=2C=NC=CC2